C(C1=CC=CC=C1)OC[C@H]1CO[C@@H](CN1C(=O)OC(C)(C)C)C1=CC(=NC(=C1)Cl)Br tert-butyl (2R,5S)-5-((benzyloxy)methyl)-2-(2-bromo-6-chloropyridin-4-yl)-morpholine-4-carboxylate